CN1C(=NC(=C1)C#N)C 1,2-dimethyl-1H-imidazole-4-carbonitrile